[N+](=[N-])=CC(CC[C@@H](C(=O)OC(C)C)NC([C@H]([C@H](C)O)C)=O)=O isopropyl (S)-6-diazo-2-((2S,3S)-3-hydroxy-2-methylbutanamido)-5-oxohexanoate